C(C)NC(=O)NC1=NC=CC(=C1)CC1CCN(CC1)C=1C(=NC(=CC1)N1N=CC=C1)F 1-ethyl-3-(4-((1-(2-fluoro-6-(1H-pyrazol-1-yl)pyridin-3-yl)piperidin-4-yl)methyl)pyridin-2-yl)urea